FC=1C=C(C=CC1F)N1C(CC(CC12CCN(CC2)C(=O)OC(C)(C)C)O)=O tert-butyl 1-(3,4-difluorophenyl)-4-hydroxy-2-oxo-1,9-diazaspiro[5.5]undecane-9-carboxylate